(E)-(7-methoxy-1-methyl-3-(p-tolyldiazenyl)-1H-indol-2-yl)(phenyl)methanone COC=1C=CC=C2C(=C(N(C12)C)C(=O)C1=CC=CC=C1)\N=N\C1=CC=C(C=C1)C